N-picolyl-acetamide N1=C(C=CC=C1)CNC(C)=O